C(#N)C1=CC=C2COCC3CN(CCC1=C32)C(=O)OC(C)(C)C tert-Butyl 8-cyano-3a,4,6,7-tetrahydro-1H-isochromeno[4,5-cd]azepine-5(3H)-carboxylate